3-(2-methyl-6-morpholin-4-ylpyrimidin-4-yl)oxy-4-[4-(4-methylpiperazin-1-yl)phenyl]benzonitrile CC1=NC(=CC(=N1)OC=1C=C(C#N)C=CC1C1=CC=C(C=C1)N1CCN(CC1)C)N1CCOCC1